ClC=1C=C(C=C(C1F)Cl)C1(CC(=NO1)N1CC=2N=C(N=CC2C1)S(=O)(=O)C)C(F)(F)F 5-(3,5-dichloro-4-fluorophenyl)-3-(2-(methylsulfonyl)-5,7-dihydro-6H-pyrrolo[3,4-d]pyrimidin-6-yl)-5-(trifluoromethyl)-4,5-dihydroisoxazole